[OH-].[OH-].[CH-]1C=CC=C1.[CH-]1C=CC=C1.[Zr+2] zirconocene dihydroxide